hydroxy-4'-trifluoromethyl-[1,1'-biphenyl] OC1=C(C=CC=C1)C1=CC=C(C=C1)C(F)(F)F